2-(bromomethyl)-1,3-difluorobenzene BrCC1=C(C=CC=C1F)F